1-((1R,3R,5S)-3-((5-cyclopropyl-3-(2,6-dichlorophenyl)isoxazol-4-yl)methoxy)-8-azabicyclo[3.2.1]octane-8-carbonyl)indoline-4-carboxylic acid C1(CC1)C1=C(C(=NO1)C1=C(C=CC=C1Cl)Cl)COC1C[C@H]2CC[C@@H](C1)N2C(=O)N2CCC=1C(=CC=CC21)C(=O)O